FC(C1=NC=C2N1C(=CN=C2)C)F 3-(difluoromethyl)-5-methylimidazo[1,5-a]pyrazine